Cl.COC1=CC=C(C=C1)[C@@H](C)N[C@@H](C#N)C1=C(C=CC=C1)C (R)-2-(((R)-1-(4-methoxyphenyl)ethyl)amino)-2-(o-tolyl)acetonitrile hydrochloride